N1C=C(C2=CC=CC=C12)NC(=O)N1CCN(CC1)C1=NC=CC=N1 N-(1H-indol-3-yl)-4-(pyrimidin-2-yl)piperazine-1-carboxamide